N-((R)-1-(3-(difluoromethyl)-2-fluorophenyl)ethyl)-6-((S)-hexahydropyrazino[2,1-c][1,4]oxazin-8(1H)-yl)cinnolin-4-amine FC(C=1C(=C(C=CC1)[C@@H](C)NC1=CN=NC2=CC=C(C=C12)N1C[C@H]2COCCN2CC1)F)F